8'-{5-[(Diethylsulfanioyl)amino]-6-[3-(dimethylamino)propoxy]pyridine-3-yl}-3'-methyl-2',3'-dihydrospiro[cyclobutane-1,1'-pyrrolo[2,3-c]quinoline]-2'-one C(C)[SH+](CC)=NC=1C=C(C=NC1OCCCN(C)C)C1=CC=2C3=C(C=NC2C=C1)N(C(C31CCC1)=O)C